C(=O)C1=C(O)C=CC=C1O Formylresorcinol